(S,E)-methyl 7-(1-(2-adamantylmethyl)-2-oxo-1,2-dihydropyridin-3-ylamino)-6-(3-methylbenzofuran-2-carboxamido)-7-oxohept-2-enoate C12C(C3CC(CC(C1)C3)C2)CN2C(C(=CC=C2)NC([C@H](CC/C=C/C(=O)OC)NC(=O)C=2OC3=C(C2C)C=CC=C3)=O)=O